N-(undecane-1-ylcarbonyloxyethyl)morpholine C(CCCCCCCCCC)C(=O)OCCN1CCOCC1